The molecule is an amino disaccharide comprising an N-acetyl-beta-D-glucosamine residue linked (1->3) to an N-acetyl-beta-D-galactosamine residue at the reducing end. It has a role as an epitope. It is an amino disaccharide, a glucosamine oligosaccharide and a galactosamine oligosaccharide. CC(=O)N[C@@H]1[C@H]([C@@H]([C@H](O[C@H]1O[C@@H]2[C@H]([C@H](O[C@@H]([C@@H]2O)CO)O)NC(=O)C)CO)O)O